Clupanodonyl-CoA C(CCCCC\C=C/C\C=C/C\C=C/C\C=C/C\C=C/CC)(=O)SCCNC(CCNC([C@@H](C(COP(OP(OC[C@@H]1[C@H]([C@H]([C@@H](O1)N1C=NC=2C(N)=NC=NC12)O)OP(=O)(O)O)(=O)O)(=O)O)(C)C)O)=O)=O